BrC=1C=CC(=NC1)OC1=CC=C(C=C1)C1(CC1)NC(OCCCl)=O 2-chloroethyl N-[1-[4-[(5-bromo-2-pyridyl)oxy]phenyl]cyclopropyl]carbamate